(3R)-pyrrolidin-3-ol hydrochloride Cl.N1C[C@@H](CC1)O